3-(1-Isopropyl-1H-pyrazol-4-yl)aniline C(C)(C)N1N=CC(=C1)C=1C=C(N)C=CC1